2-Chloro-N-{2-[4-(difluoromethyl)-1,3-thiazol-5-yl]-2-{4-[(6-methylpyridazin-3-yl)oxy]piperidin-1-yl}ethyl}-6-fluorobenzamid ClC1=C(C(=O)NCC(N2CCC(CC2)OC=2N=NC(=CC2)C)C2=C(N=CS2)C(F)F)C(=CC=C1)F